(4-amino-5-chloro-2,3-dihydrobenzofuran-7-yl)methanol NC1=C(C=C(C2=C1CCO2)CO)Cl